6-((1-((2-(trimethylsilyl)ethoxy)methyl)-1H-indazol-4-yl)methyl)-4,6-dihydro-5H-thiazolo[5',4':4,5]Pyrrolo[2,3-d]Pyridazin-5-one C[Si](CCOCN1N=CC2=C(C=CC=C12)CN1N=CC2=C(C1=O)NC1=C2SC=N1)(C)C